6-(4-amino-3-nitrophenyl)-3-(2-morpholinopropyl)quinazolin-4(3H)-one NC1=C(C=C(C=C1)C=1C=C2C(N(C=NC2=CC1)CC(C)N1CCOCC1)=O)[N+](=O)[O-]